C(#N)C1=CC(=C(COC=2SC=C(N2)C=2C=NN(C2)CC(=O)O)C=C1)F 2-(4-(2-((4-cyano-2-fluorobenzyl)oxy)thiazol-4-yl)-1H-pyrazol-1-yl)acetic acid